ClC=1C(=C(C=CC1)NC1=C(NC2=C1C(NCC2)=O)C2=C(C=NC=C2)OC[C@@H]2CN(CCO2)C(=O)OC(C)(C)C)OC tert-butyl (2S)-2-{[(4-{3-[(3-chloro-2-methoxyphenyl)amino]-4-oxo-1H,5H,6H,7H-pyrrolo[3,2-c]pyridin-2-yl}pyridin-3-yl)oxy]methyl}morpholine-4-carboxylate